NC=1N(C(NC1C#N)=O)CC1=CC=C(C=C1)Cl 4-amino-3-[(4-chlorophenyl)methyl]-2-oxo-1H-imidazole-5-carbonitrile